C(CC)C1=NC(=NC(=N1)CCC)C1=CC=C(C=C1)Cl 2,4-dipropyl-6-p-chlorophenyl-1,3,5-triazine